FC(C=1C=C(C(=C2C=CNC12)CN1N=C2C=C(C=CC2=C1)C#N)OC)F 2-((7-(difluoromethyl)-5-methoxy-1H-indol-4-yl)methyl)-2H-indazole-6-carbonitrile